3-(9-fluoro-2-(8-methyl-2,8-diazaspiro[4.5]decane-2-carbonyl)-1,2,3,4-tetrahydro-[1,4]diazepino[6,7,1-hi]indol-7-yl)-4-(imidazo[1,2-a]pyridin-3-yl)-1H-pyrrole FC=1C=C2C(=CN3C2=C(C1)CN(CC3)C(=O)N3CC1(CC3)CCN(CC1)C)C1=CNC=C1C1=CN=C3N1C=CC=C3